C(C(O)C)(=O)O.C(C)C=1C=CC2=CC3=C(C=CC(=C3N=C2C1)N)N 3-ethyl-5,8-diaminoacridine lactate